FC1=C2C=CN(C2=C(C=C1)C(=O)NC1CC2(CCC2)C1)CC1=CC=C(C=C1)C1=CC(=CC=C1)OC1COC1 (Sa)-6-(4-Fluoro-1-((3'-(oxetan-3-yloxy)-[1,1'-biphenyl]-4-yl)methyl)-1H-indol-7-carboxamido)spiro[3.3]heptan